(E)-2,2-difluoro-4-(3,5-difluorophenyl)but-3-enoic acid FC(C(=O)O)(\C=C\C1=CC(=CC(=C1)F)F)F